tert-butyl (3S,4R)-4-[4-[2-chloro-4-[[1-methyl-5-[3-(trifluoromethyl)-1H-pyrazol-4-yl]imidazole-2-carbonyl]amino]benzoyl]piperazine-1-carbonyl]-3-hydroxy-piperidine-1-carboxylate ClC1=C(C(=O)N2CCN(CC2)C(=O)[C@H]2[C@@H](CN(CC2)C(=O)OC(C)(C)C)O)C=CC(=C1)NC(=O)C=1N(C(=CN1)C=1C(=NNC1)C(F)(F)F)C